ClC1=CC=C(C(=N1)C(=O)NS(=O)(=O)C)N[C@H](C)C=1C=C(C=C2C(N(C(=NC12)N1CCC(CC1)C1=NN(C=C1Cl)C)C)=O)C (R)-6-chloro-3-((1-(2-(4-(4-chloro-1-methyl-1H-pyrazol-3-yl)piperidin-1-yl)-3,6-dimethyl-4-oxo-3,4-dihydroquinazolin-8-yl)ethyl)amino)-N-(methylsulfonyl)picolinamide